1-(3,5-difluoro-6-amino-2-pyridinyl)-6-fluoro-8-chloro-1,4-dihydro-7-(2-oxa-8-azaspiro[4.5]dec-8-yl)-4-oxo-3-quinolinecarboxylic acid FC=1C(=NC(=C(C1)F)N)N1C=C(C(C2=CC(=C(C(=C12)Cl)N1CCC2(CCOC2)CC1)F)=O)C(=O)O